5,6,7-Trimethoxy-2,3-dihydroquinoline COC=1C2=CCCN=C2C=C(C1OC)OC